BrC1=CC(=C(C(=C1)C1CC1)CN)Cl (4-bromo-2-chloro-6-cyclopropylphenyl)methanamine